4-methyl-2-(trifluoromethyl)benzyl-trimethyl-ammonium chloride [Cl-].CC1=CC(=C(C[N+](C)(C)C)C=C1)C(F)(F)F